tert-butyl(5-cyano-2,3-dihydro-1H-inden-2-yl)carbamate C(C)(C)(C)OC(NC1CC2=CC=C(C=C2C1)C#N)=O